C(C)(C)(C)OC(=O)O[C@@H]1[C@H]([C@H](N(C1)C(=O)OC(C)(C)C)CC1=CC=C(C=C1)OC)OC(CN1CC2(C1)CC(C2)(F)F)=O tert-butyl (2R,3S,4S)-4-[(tert-butoxycarbonyl)oxy]-3-[(2-{6,6-difluoro-2-azaspiro[3.3]heptan-2-yl}acetyl)oxy]-2-[(4-methoxyphenyl)methyl]pyrrolidine-1-carboxylate